(E)-3-(4-hydroxy-3-methoxystyryl)-4-(3-methylbut-2-en-1-yl)-5-(trifluoromethyl)phenol OC1=C(C=C(/C=C/C=2C=C(C=C(C2CC=C(C)C)C(F)(F)F)O)C=C1)OC